3-(6-chloropyrimidin-4-yl)-5-(1-methylcyclopropoxy)-1H-pyrazolo[3,4-c]pyridine ClC1=CC(=NC=N1)C1=NNC2=CN=C(C=C21)OC2(CC2)C